CC1=NC=CC(=C1)N1N=NC(=C1)C(=O)N (2-methylpyridin-4-yl)-1H-1,2,3-triazole-4-carboxamide